CC=1N=CSC1N1CC2(C1)CNC2 4-methyl-5-(2,6-diazaspiro[3.3]Hept-2-yl)thiazole